NC1=NC=NC=2C3=C(CC(C12)(C)C)C(=C(C=C3)O[C@H]3CC[C@H](CC3)NC(OC(C)(C)C)=O)N(CCSC)C tert-butyl N-[cis-4-[[4-amino-5,5-dimethyl-7-[methyl(2-methylsulfanylethyl)amino]-6H-benzo[h]quinazolin-8-yl]oxy]cyclohexyl]carbamate